3-(2-(morpholinomethyl)phenylamino)thiophen O1CCN(CC1)CC1=C(C=CC=C1)NC1=CSC=C1